2-((1r,4r)-4-(2-(aminomethyl)-6-(benzenesulfonyl)imidazo[4,5-d]Pyrrolo[2,3-b]Pyridin-1(6H)-yl)cyclohexyl)acetonitrile NCC1=NC=2C(=C3C(=NC2)N(C=C3)S(=O)(=O)C3=CC=CC=C3)N1C1CCC(CC1)CC#N